[Zr+4].C(=O)([O-])C1=CC=C(C=C1)C=1C2=CC=C(N2)C(=C2C=CC(C(=C3C=CC(=C(C=4C=CC1N4)C4=CC=C(C=C4)C(=O)[O-])N3)C3=CC=C(C=C3)C(=O)[O-])=N2)C2=CC=C(C=C2)C(=O)[O-] 5,10,15,20-tetra(4-carboxyphenyl)porphyrin, zirconium salt